COC(=O)C1=C(N=C2N1N=C(C=C2)Cl)N 2-amino-6-chloroimidazo[1,2-b]pyridazine-3-carboxylic acid methyl ester